2-(2,6-Diisopropylphenyl)-9-(diethylamino)imidazo[1,5-a]quinolin-3-ylidenegold(I) chloride C(C)(C)C1=C(C(=CC=C1)C(C)C)N1CN2C(C=CC3=CC=CC(=C23)N(CC)CC)C1=[Au-2]Cl